2-(((2S,4s,6S)-6-((2-(3,3-difluoro-azetidin-1-yl)pyrimidin-4-yl)amino)spiro[3.3]heptan-2-yl)oxy)nicotinamide FC1(CN(C1)C1=NC=CC(=N1)NC1CC2(CC(C2)OC2=C(C(=O)N)C=CC=N2)C1)F